ClC1=CC(=NC=N1)N(C(=O)N(COCC[Si](C)(C)C)C1=C(C(=CC(=C1Cl)OC)OC)Cl)C 1-(6-chloropyrimidin-4-yl)-3-(2,6-dichloro-3,5-dimethoxyphenyl)-1-methyl-3-((2-(trimethylsilyl)ethoxy)methyl)urea